(S)-3-(3,3-difluorocyclobutyl)-N-(1-(3-(difluoromethoxy)phenyl)butyl)-3-oxopropanamide FC1(CC(C1)C(CC(=O)N[C@@H](CCC)C1=CC(=CC=C1)OC(F)F)=O)F